DL-serine copper [Cu].N[C@@H](CO)C(=O)O |r|